(E)-N-benzyl-4-bromobenzamide C(C1=CC=CC=C1)NC(C1=CC=C(C=C1)Br)=O